C1(CCCC1)N1C(C=2N(C=3C=CC=CC3C2C)C(=C1)C(=O)NCC1N(CC1)C(C)C)=O 2-cyclopentyl-N-((1-isopropylazetidin-2-yl)methyl)-10-methyl-1-oxo-1,2-dihydropyrazino[1,2-a]indole-4-carboxamide